N-((6-((3R,5S)-3,5-dimethylpiperazin-1-yl)pyridin-2-yl)methyl)-5-(2-methoxypyridin-4-yl)-7H-pyrrolo[2,3-d]pyrimidin-4-amine C[C@@H]1CN(C[C@@H](N1)C)C1=CC=CC(=N1)CNC=1C2=C(N=CN1)NC=C2C2=CC(=NC=C2)OC